FC1=C(C=C(C(=C1)C)C1=CC(=NC(=C1)N1CCOCC1)OCCO)NC(=O)N1[C@@H]([C@@H](OCC1)C(F)(F)F)C (2R,3R)-N-(2-fluoro-5-(2-(2-hydroxyethoxy)-6-morpholinopyridin-4-yl)-4-methylphenyl)-3-methyl-2-(trifluoromethyl)morpholine-4-carboxamide